lithium ((3s,5s,7s)-adamantan-1-yl)amide C12(CC3CC(CC(C1)C3)C2)[NH-].[Li+]